P(=O)(OC1=C(C=C(C=C1Br)C(C)(C)C1=CC=CC=C1)Br)(OC1=C(C=C(C=C1Br)C(C)(C)C1=CC=CC=C1)Br)[O-].[K+] potassium bis(2,6-dibromo-4-cumylphenyl) phosphate